1-(4-(2-(6-((7R)-7-amino-2-azabicyclo[2.2.1]heptane-2-carbonyl)-3-methylpyrazolo[1,5-a]pyridin-2-yl)-1-(cyclopropylmethyl)-1H-indol-7-yl)piperidin-1-yl)-2-methoxyethan-1-one N[C@H]1C2N(CC1CC2)C(=O)C=2C=CC=1N(C2)N=C(C1C)C=1N(C2=C(C=CC=C2C1)C1CCN(CC1)C(COC)=O)CC1CC1